COC1=CCC(CC1(C1=CC=CC=C1)C=1C2=C(OCC1)C=1C=CC(=CC1C1=C2C(C2=CC=CC=C21)(CCC)CCC)N2CCCCC2)(OCCOCCOC(C)O)C2=CC=CC=C2 6-methoxy-7-(piperidin-1-yl)-l-1-phenyl-13,13-dipropyl-3-phenyl-3-(2-(2-(1-hydroxyethoxy)ethoxy)ethoxy)phenyl-3H,13H-indeno[2',3':3,4]naphtho[1,2-b]pyran